6-{5-chloro-2-[(oxan-4-yl)amino]pyrimidin-4-yl}-2-{2-[(2R,6S)-2,6-dimethylpiperidin-1-yl]-2-oxoethyl}-2,3-dihydro-1H-isoindol-1-one ClC=1C(=NC(=NC1)NC1CCOCC1)C1=CC=C2CN(C(C2=C1)=O)CC(=O)N1[C@@H](CCC[C@@H]1C)C